CN1N=C(C=C1S(=O)(=O)N1CC2(C1)CN(C2)CC2COC2)C(F)(F)F 2-((1-methyl-3-(trifluoromethyl)-1H-pyrazol-5-yl)sulfonyl)-6-(oxetan-3-ylmethyl)-2,6-diazaspiro[3.3]heptane